(E)-3-(2-(3-(3-cyano-5-fluoro-1H-indazol-6-yl)acrylamido)-4-fluoro-3-methylphenyl)propionic acid C(#N)C1=NNC2=CC(=C(C=C12)F)/C=C/C(=O)NC1=C(C=CC(=C1C)F)CCC(=O)O